[Si](C)(C)(C(C)(C)C)[C@@]1([C@@H](OC(=C1)CO)N1C=NC=2C(=O)NC(N)=NC12)O 3'-Deoxy-3',4'-didehydro-2'-TBDMS-guanosine